C1(C(C1=C(C#N)C1=C(C(=C(C(=C1F)F)F)F)F)=C(C#N)C1=C(C(=C(C(=C1F)F)F)F)F)=C(C#N)C1=C(C(=C(C(=C1F)F)F)F)F (2E,2'E,2''E)-2,2',2''-(cyclopropane-1,2,3-triylidene)tris(2-(perfluorophenyl)-acetonitrile)